CN1C(N(C(C=2N(C(=NC12)NC1=CC=NC=C1)C)=O)CC=1NC2=CC=C(C=C2C1)C)=O 3,7-dimethyl-1-((5-methyl-1H-indol-2-yl)methyl)-8-(pyridin-4-ylamino)-1H-purine-2,6(3H,7H)-dione